(S)-5-chloro-4-((1-(2-chlorophenyl)ethyl)amino)-2-fluoro-N-(thiazol-4-yl)benzenesulfonamide ClC=1C(=CC(=C(C1)S(=O)(=O)NC=1N=CSC1)F)N[C@@H](C)C1=C(C=CC=C1)Cl